tin (IV) isopropoxide tin tetrachloride [Sn](Cl)(Cl)(Cl)Cl.CC([O-])C.[Sn+4].CC([O-])C.CC([O-])C.CC([O-])C